(M)-2-[4-[4-(aminomethyl)-8-methyl-1-oxo-2H-phthalazin-6-yl]-2-methyl-pyrazol-3-yl]-6-(cyclopropoxy)-3-fluoro-benzonitrile NCC1=NNC(C2=C(C=C(C=C12)C1=C(N(N=C1)C)C1=C(C#N)C(=CC=C1F)OC1CC1)C)=O